Ethyl 1-(2,4-dichlorophenyl)-5-methyl-pyrazole-3-carboxylate ClC1=C(C=CC(=C1)Cl)N1N=C(C=C1C)C(=O)OCC